C(C)(C)(C)OC(=O)N1CCN(CC1)C[C@H]1CN(CCO1)C1=NC=CC(=C1)Br.[Br-].C(CCC)[N+](CCCC)(CCCC)CCCC Tetrabutylammonium bromid tert-butyl-4-[[(2S)-4-(4-bromo-2-pyridyl)morpholin-2-yl]methyl]piperazine-1-carboxylate